1-(tert-Butyl) 1-methyl (1r,4r)-4-((4-nitrobenzoyl)oxy)cyclohexane-1,1-dicarboxylate [N+](=O)([O-])C1=CC=C(C(=O)OC2CCC(CC2)(C(=O)OC(C)(C)C)C(=O)OC)C=C1